dimethyl-diacetyl-oxysilane ethyl-2-(5-fluoropyridin-2-yl)-2-hydroxyacetate C(C)OC(C(O)C1=NC=C(C=C1)F)=O.C[Si](OC(C)=O)(OC(C)=O)C